CN1C=[N+](C(=C1)CCO)CCO 1-methyl-3,4-bis(2-hydroxyethyl)imidazolium